FC1=CC=C2C\C(\C(C2=C1)=O)=N/O (E)-6-fluoro-2-(hydroxyimino)-2,3-dihydro-1H-inden-1-one